(dimethylbenzenyl)pinacol borate B(O)(O)O.CC=1C(=C(C=CC1)CC(O)(C)C(C)(C)O)C